N/C(/NC)=N/C1=NC=C(C(=O)N(CC2=CC3=C(N=C(S3)C)C=C2)[C@H](C)C2=C(C=CC=C2)F)C=C1 (R,Z)-6-((amino(methylamino)methylene)amino)-N-(1-(2-fluorophenyl)ethyl)-N-((2-methylbenzo[d]thiazol-6-yl)methyl)nicotinamide